[N+](=O)([O-])C=1C=NN(C1)C(C)C1CCC(CC1)C(F)(F)F 4-nitro-1-(1-(4-(trifluoromethyl)cyclohexyl)ethyl)-1H-pyrazole